COC1=CC=C(C=C1)C=1N=C2N(C=C(C=C2C2=CC=C(C=C2)C(C)=O)C2=CC=C(C=C2)C(C)=O)C1 1,1'-((2-(4-methoxyphenyl)imidazo[1,2-a]pyridine-6,8-diyl)bis(4,1-phenylene))bis(ethan-1-one)